ClC1=CC(=C(C=C1)C=1N=C2N(C(C1C)=O)C=C(C=C2C(C)NC2=C(C(=O)O)C=CC=C2)C)F 2-((1-(2-(4-chloro-2-fluorophenyl)-3,7-dimethyl-4-oxo-4H-pyrido[1,2-a]pyrimidin-9-yl)ethyl)amino)benzoic acid